C(CCC)N1N=NC(=C1)C=1C=C(C(=O)NC2=CC=C(C=C2)C2=CC=C(C=C2)NC(=O)C2=C3C=CC=C(C3=CC=C2)C(=O)O)C=CC1C=1N=NN(N1)CCCC 5-({4'-[3-(1-butyl-1H-1,2,3-triazol-4-yl)-4-(2-butyl-2H-1,2,3,4-tetrazol-5-yl)benzamido]-[1,1'-biphenyl]-4-yl}carbamoyl)naphthalene-1-carboxylic acid